C1(=CC=C(C=C1)NC(=O)N[C@@H](CCC(=O)O)C(=O)O)C N-(p-tolylaminocarbonyl)-glutamic acid